CC1=C(C2=C(C=C(O2)CNC(=O)C=2C=NN3C2N=CC=C3)C=C1)C(=O)O 6-Methyl-2-((pyrazolo[1,5-a]pyrimidine-3-carboxamido)methyl)benzofuran-7-carboxylic acid